(E)-3-(6-aminopyridin-3-yl)-N-((7-(2,4-difluorophenyl)-5-(4-(4,4-difluoropiperidine-1-carbonyl)-2-fluorophenyl)benzofuran-2-yl)methyl)acrylamide NC1=CC=C(C=N1)/C=C/C(=O)NCC=1OC2=C(C1)C=C(C=C2C2=C(C=C(C=C2)F)F)C2=C(C=C(C=C2)C(=O)N2CCC(CC2)(F)F)F